N-((S)-1-(2-((S)-2-cyanopyrrolidin-1-yl)-2-oxoethyl)pyrrolidin-3-yl)benzo[b]thiophene-2-sulfonamide C(#N)[C@H]1N(CCC1)C(CN1C[C@H](CC1)NS(=O)(=O)C1=CC2=C(S1)C=CC=C2)=O